FC1=CC=C(CN(S(=O)(=O)C2=CC=C(C=C2)NC(=O)C2C(C2)C2=CC=NC=C2)CC2=CC(=CC=C2)C)C=C1 N-(4-(N-(4-fluorobenzyl)-N-(3-methylbenzyl)sulfamoyl)phenyl)-2-(pyridin-4-yl)cyclopropane-1-carboxamide